Phenyltriflimid C1(=CC=CC=C1)N(S(=O)(=O)C(F)(F)F)S(=O)(=O)C(F)(F)F